ClC=1C=C(C(=CC1OC(F)(F)F)N)N 4-Chloro-5-(trifluoromethoxy)-1,2-benzenediamine